1,8-dimethyl-2,3-dihydro-1H-pyrido[2,3-b][1,4]oxazine CN1C2=C(OCC1)N=CC=C2C